2-(6-(4'-phenyl-1,1'-biphenyl-4-yl)dibenzothiophene-4-yl)-4-(1,1'-biphenyl-3-yl)-6-phenyl-1,3,5-triazine C1(=CC=CC=C1)C1=CC=C(C=C1)C1=CC=C(C=C1)C1=CC=CC=2C3=C(SC21)C(=CC=C3)C3=NC(=NC(=N3)C=3C=C(C=CC3)C3=CC=CC=C3)C3=CC=CC=C3